ClC1=CC=C(C=C1)C=1N=C(SC1)C12CC(C1)(C2)NC(OC(C)(C)C)=O tert-butyl N-[3-[4-(4-chlorophenyl)thiazol-2-yl]-1-bicyclo[1.1.1]pentanyl]carbamate